FCCN1C=C(C=2C1=NC=CC2CC2=CC=C(C=C2)C(F)(F)F)C(=O)NC21CC(C2)(C1)CC(=O)OC methyl 2-[3-[[1-(2-fluoroethyl)-4-[[4-(trifluoromethyl)phenyl]methyl]pyrrolo[2,3-b]pyridine-3-carbonyl]amino]-1-bicyclo[1.1.1]pentanyl]acetate